C(C)(C)(C)OC(=O)N1C[C@H]2[C@@H](C1)CN(C2)C2CC(C2)(C(=O)O)C (1R,3r)-3-((3aR,6aS)-5-(tert-butoxycarbonyl)hexahydropyrrolo[3,4-c]pyrrol-2(1H)-yl)-1-methylcyclobutane-1-carboxylic acid